O1CC(C1)C1=NOC(=N1)/C=C/C(=O)O (E)-3-(3-(oxetan-3-yl)-1,2,4-oxadiazol-5-yl)acrylic acid